COC1=CC=C(C=C1)CNC1=C(N=C2C(=N1)SC(=C2)C)C(=O)C(C(CC)=O)N2CCN(CC2)C(=O)OC(C)(C)C tert-butyl 4-[1-[3-[(4-methoxyphenyl)methylamino]-6-methyl-thieno[2,3-b]pyrazine-2-carbonyl]-2-oxobutyl]piperazine-1-carboxylate